ClC=1C=CC2=C(CC3(CC=4N2C(=NN4)[C@@H]4CC[C@H](CC4)OC4=NC=CC=C4)OCCCO3)C1 8'-Chloro-1'-[trans-4-(pyridin-2-yloxy)cyclohexyl]-4'H,6'H-spiro[1,3-dioxan-2,5'-[1,2,4]triazolo[4,3-a][1]benzazepin]